N-cyclopropyl-2-(difluoromethoxy)-4-[7-(2-ethoxyethoxy)imidazo[1,2-a]pyridin-3-yl]-6-methoxy-benzamide C1(CC1)NC(C1=C(C=C(C=C1OC)C1=CN=C2N1C=CC(=C2)OCCOCC)OC(F)F)=O